5-(4,5-dibromofuran-2-yl)-5-oxopentanoic acid methyl ester COC(CCCC(=O)C=1OC(=C(C1)Br)Br)=O